8-((2S,4S,5S)-5-ethyl-4-((5-isopropoxypyridin-2-yl)oxy)-2-methylpiperidin-1-yl)-5-methyl-6-oxo-5,6-dihydro-1,5-naphthyridine-2-carbonitrile C(C)[C@@H]1[C@H](C[C@@H](N(C1)C1=CC(N(C=2C=CC(=NC12)C#N)C)=O)C)OC1=NC=C(C=C1)OC(C)C